3-ethyl-N-(5-morpholino-8-quinolinyl)imidazole-4-sulfonamide C(C)N1C=NC=C1S(=O)(=O)NC=1C=CC(=C2C=CC=NC12)N1CCOCC1